methyl 5-chloro-5-oxo-pentanoate ClC(CCCC(=O)OC)=O